(1S,2R)-3-ethoxy-1-(4-hydroxy-3,5-dimethoxyphenyl)propane-1,2-diol lithium aluminum [Al].[Li].C(C)OC[C@H]([C@@H](O)C1=CC(=C(C(=C1)OC)O)OC)O